2,4-dimethyl-4-methoxycarbonylundecanedioic acid CC(C(=O)O)CC(CCCCCCC(=O)O)(C(=O)OC)C